(S)-2-PHENYLPENT-4-ENE-1-SULFONAMIDE C1(=CC=CC=C1)[C@@H](CS(=O)(=O)N)CC=C